ClC1=CC=C(C=C1)CCC(N)C(=O)O 2-(p-chlorophenylethyl)glycine